2',2'''-(pyridine-2,6-diyl)bis(5-methyl-3-(triethylsilyl)-[1,1'-biphenyl]-2-ol) N1=C(C=CC=C1C1=C(C=CC=C1)C=1C(=C(C=C(C1)C)[Si](CC)(CC)CC)O)C1=C(C=CC=C1)C=1C(=C(C=C(C1)C)[Si](CC)(CC)CC)O